trans-4-(3,4-difluorophenyl)-5-hydroxy-1-(3-(pyridin-4-yl)bicyclo[1.1.1]pentan-1-yl)piperidin-2-one FC=1C=C(C=CC1F)[C@@H]1CC(N(C[C@H]1O)C12CC(C1)(C2)C2=CC=NC=C2)=O